tert-butyl N-[[4-(2-trimethylsilylethynyl)phenyl]methyl]carbamate C[Si](C#CC1=CC=C(C=C1)CNC(OC(C)(C)C)=O)(C)C